BrCC(O[Si](C)(C)C(C)(C)C)C=1C=C2CCC(NC2=C(C1)F)=O 6-(2-bromo-1-((tert-butyldimethylsilyl)oxy)ethyl)-8-fluoro-3,4-dihydroquinolin-2(1H)-one